BrC1=CC=C(C(=N1)C#N)N(C)C 6-bromo-3-(dimethylamino)-2-cyanopyridine